O[C@@H]1C[C@@H]2N(C(OC2)=O)C1 (6R,7aS)-6-hydroxytetrahydro-1H,3H-pyrrolo[1,2-c]oxazol-3-one